NCCNC1CCC(CC1)CC(=O)N1CC(C1)OC1=C(C=2O[B-]([C@@H]3C[C@@H]3C2C=C1)(O)O)C(=O)[O-] (2S,4R)-9-[1-({(1r,4r)-4-[(2-aminoethyl)amino]cyclohexyl}acetyl)azetidin-3-yl]oxy-5,5-dihydroxy-6-oxa-5-boranuidatricyclo[5.4.0.02,4]undeca-1(7),8,10-triene-8-carboxylate